C(C)(C)(C)OC(N(CCCOCC#C)C)=O N-methyl-N-(3-prop-2-ynyloxypropyl)carbamic acid tert-butyl ester